CNCCCCCCN n-methyl-1,6-hexandiamin